cobalt di(triphenylphosphine) dichloride [Cl-].[Cl-].C1(=CC=CC=C1)P(C1=CC=CC=C1)C1=CC=CC=C1.C1(=CC=CC=C1)P(C1=CC=CC=C1)C1=CC=CC=C1.[Co+2]